NC1=C(SC2=NC(=CC(=C21)C)C)C(=O)NC2CC=1C(=CC(=NC1CC2)N2CCC1C2CNC1)F 3-amino-N-(4-fluoro-2-{octahydropyrrolo[2,3-c]pyrrol-1-yl}-5,6,7,8-tetrahydroquinolin-6-yl)-4,6-dimethylthieno[2,3-b]pyridine-2-carboxamide